phenyl-furanone C1(=CC=CC=C1)C1C(OC=C1)=O